(3-(2-amino-5-fluorophenyl)propyl)(3-(2-bromo-5-chloro-4-fluorobenzamido)-6-methoxypyridin-2-yl)-carbamic acid tert-butyl ester C(C)(C)(C)OC(N(C1=NC(=CC=C1NC(C1=C(C=C(C(=C1)Cl)F)Br)=O)OC)CCCC1=C(C=CC(=C1)F)N)=O